C(CCC)NC(=O)NC1CCC(CC1)(CO)CN1C(N(C(C1(C)C)=O)COCC[Si](C)(C)C)=O 1-butyl-3-[4-[[5,5-dimethyl-2,4-dioxo-3-(2-trimethylsilylethoxymethyl)imidazolidin-1-yl]methyl]-4-(hydroxymethyl)cyclohexyl]urea